O1COC2=C1C=CC(=C2)NS(=O)(=O)C=2C=C(C(=O)NC1=CC(=CC=C1)Br)C=CC2 3-(N-(benzo[d][1,3]dioxol-5-yl)sulfamoyl)-N-(3-bromophenyl)benzamide